BrC=1C=CC=2N(C1)N=CC2C 6-bromo-3-methylpyrazolo[1,5-a]pyridine